CC1=NN(C2=C3C(=C(C=C12)O)C=CC=C3)C=3C=NC=CC3 3-methyl-1-(pyridin-3-yl)-1H-benzo[g]indazol-5-ol